1-(3-chloro-4-(2-hydroxyethyl)phenyl)-3-((2-(2,6-dioxopiperidin-3-yl)-1-oxoisoindolin-5-yl)methyl)urea ClC=1C=C(C=CC1CCO)NC(=O)NCC=1C=C2CN(C(C2=CC1)=O)C1C(NC(CC1)=O)=O